ClC1=CC=C(C=C1)[C@H]([C@@H](C(=O)O)C)N1[C@@](C2=C(C=C(C=C2C1=O)C(CC)(C1CCOCC1)O)F)(OC)C1=CC=C(C=C1)Cl (2S,3S)-3-(4-chlorophenyl)-3-[(1R)-1-(4-chlorophenyl)-7-fluoro-5-[(18S)-1-hydroxy-1-(oxan-4-yl)propyl]-1-methoxy-3-oxo-2,3-dihydro-1H-isoindol-2-yl]-2-methylpropanoic acid